1,3-Bis((1-methyl-1H-pyrazol-4-yl)methyl)-N-(1-methylcyclopropyl)-2,4-dioxo-1,2,3,4-tetrahydrothieno[2,3-d]pyrimidine-6-sulfonamide CN1N=CC(=C1)CN1C(N(C(C2=C1SC(=C2)S(=O)(=O)NC2(CC2)C)=O)CC=2C=NN(C2)C)=O